(E)-4-bromo-3-butenylbenzene BrC1=C(C=CC=C1)\C=C\CC